ClC1=CC=C(C=C1)C=1C=C(C(N(N1)C1=CC(=CC=C1)F)=O)C(=O)N[C@@H]1C[C@@H](C1)O 6-(4-chlorophenyl)-2-(3-fluorophenyl)-N-(cis-3-hydroxycyclobutyl)-3-oxo-2,3-dihydropyridazine-4-carboxamide